O=C1NC(CCC1N1C(C2=CC=CC(=C2C1=O)NCCOCCN1C(CCCC1)CNC(OC(C)(C)C)=O)=O)=O tert-butyl ((1-(2-(2-((2-(2,6-dioxopiperidin-3-yl)-1,3-dioxoisoindolin-4-yl) amino) ethoxy) ethyl)piperidin-2-yl)methyl)carbamate